ClC1=NN(N=C1)C=1C=C(N)C=CC1C 3-(4-chloro-2H-1,2,3-triazol-2-yl)-4-methylaniline